[C@H]12CN(C[C@H](CC1)N2)C=2C1=C(N=C(N2)OC[C@]23CCCN3C[C@@H](C2)F)C(=C(N=C1Cl)C1=CC(=CC2=CC=C(C(=C12)F)F)O)F 4-(4-((1R,5S)-3,8-diazabicyclo[3.2.1]oct-3-yl)-5-chloro-8-fluoro-2-(((2R,7aS)-2-fluorohexahydro-1H-pyrrolizine-7a-yl)methoxy)pyrido[4,3-d]pyrimidin-7-yl)-5,6-difluoronaphthalen-2-ol